4-(1-(2',5'-Dimethoxy-[1,1'-biphenyl]-4-yl)-1H-1,2,3-triazol-4-yl)-3-fluoropyridine COC1=C(C=C(C=C1)OC)C1=CC=C(C=C1)N1N=NC(=C1)C1=C(C=NC=C1)F